O=C1NC(CCC1N1C(C2=CC=C(C=C2C1=O)N1CCN(CC1)C(C=O)(C)C)=O)=O 2-(4-(2-(2,6-dioxopiperidin-3-yl)-1,3-dioxoisoindolin-5-yl)piperazine-1-yl)-2-methylpropanal